BrC=1C=C2C3(C(N(C2=C(C1)C)C)=O)CCC(CC3)(C(=O)O)NC3=CC(=CC=C3)Br (1r,4r)-5'-bromo-4-(3-bromoanilino)-1',7'-dimethyl-2'-oxo-1',2'-dihydrospiro[cyclohexane-1,3'-indole]-4-carboxylic acid